FC1=C(C=C(C=C1)F)[C@@H]1N(OCC1)C1=CC(=NC=N1)NC=1C(=CC(=C(C1)NC(C=C)=O)N1CCC(CC1)N1C[C@@H](N(CC1)C)C)OC N-(5-((6-((R)-3-(2,5-difluorophenyl)-isoxazolidine-2-yl)pyrimidine-4-yl)amino)-2-(4-((S)-3,4-dimethylpiperazine-1-yl)piperidine-1-yl)-4-methoxy-phenyl)acrylamide